2-(4-{[(1R,2S)-2-hydroxycyclohexyl]amino}-7,8-dihydro-5H-pyrano[3,4-d]pyridazin-1-yl)-5-(trifluoromethoxy)phenol O[C@@H]1[C@@H](CCCC1)NC=1N=NC(=C2C1COCC2)C2=C(C=C(C=C2)OC(F)(F)F)O